ethyl 7-(2,3-dichloro-5-fluoro-6-hydroxyphenyl)imidazo[1,2-a]pyridine-2-carboxylate ClC1=C(C(=C(C=C1Cl)F)O)C1=CC=2N(C=C1)C=C(N2)C(=O)OCC